C12(COCC2C1)C(=O)O 3-oxa-bicyclo[3.1.0]hexane-1-carboxylic acid